CP(CCN(C)C)C 2-(dimethylphosphino)-N,N-dimethylethanamine